BrC1=CC=C(OC[C@@H]2COC[C@H](O2)C)C=C1 (2r,6s)-6-((4-bromophenoxy)methyl)-2-methyl-1,4-dioxan